dodecyl-dimethyl-ethoxyethyl-ammonium chloride [Cl-].C(CCCCCCCCCCC)[N+](CCOCC)(C)C